3-(6-formyl-1H-indol-3-yl)benzonitrile C(=O)C1=CC=C2C(=CNC2=C1)C=1C=C(C#N)C=CC1